CN1CCC2(CC1)OC1=C(C2)C=C(C=C1)C1NCCOC1 1'-methyl-5-(morpholin-3-yl)-3H-spiro[benzofuran-2,4'-piperidine]